5-{1-fluoro-7-[(3-fluoropyrrolidin-3-yl)methoxy]-3-hydroxynaphthalen-2-yl}-1λ6,2,5-thiadiazolidine-1,1,3-trione FC1=C(C(=CC2=CC=C(C=C12)OCC1(CNCC1)F)O)N1CC(NS1(=O)=O)=O